C(CCCCCCCCCCCCCCCCCCCCC(C)C)OC(CCSCCC(=O)[O-])=O iso-tetracosylthiodipropionate